4-bromo-2,6-dimethylbenzonitrile BrC1=CC(=C(C#N)C(=C1)C)C